urea pyrophosphate OP(O)(=O)OP(=O)(O)O.NC(=O)N